2-(4-fluorophenyl)-4-chloroquinazoline FC1=CC=C(C=C1)C1=NC2=CC=CC=C2C(=N1)Cl